butoxyethyl N,N-Dimethylaminobenzoate CN(C)C1=C(C(=O)OCCOCCCC)C=CC=C1